BrC1=CC=C2C(=N1)N(C=C2)C2=NC(=C(C(=N2)OC)Br)OC 6-bromo-N-(5-bromo-4,6-dimethoxy-pyrimidin-2-yl)-1H-pyrrolo[2,3-b]pyridine